[N+](=O)([O-])C1=CC=C(C=N1)N1CC(OCC1)C(C)(C)NC(OC(C)(C)C)=O Tert-Butyl (2-(4-(6-nitropyridin-3-yl)morpholin-2-yl)propan-2-yl)carbamate